[Cl-].C[N+]1(CC2CC(C1)C2)C N,N-dimethyl-3,5-methylenepiperidinium chloride